3,2-dioxocyclopentylborane O=C1C(C(CC1)B)=O